1-(2-Amino-4-fluoro-5-methoxyphenyl)-1-propanone NC1=C(C=C(C(=C1)F)OC)C(CC)=O